2-{[4-({6-[(4-cyano-2-fluorophenoxy)methyl]pyridin-2-yl}oxy)-2-fluorophenyl]methyl}-4-fluoro-1-{[(2S)-oxetan-2-yl]methyl}-1H-1,3-benzodiazole-6-carboxylic acid C(#N)C1=CC(=C(OCC2=CC=CC(=N2)OC2=CC(=C(C=C2)CC2=NC3=C(N2C[C@H]2OCC2)C=C(C=C3F)C(=O)O)F)C=C1)F